2-(7-bromo-2,2-difluoro-1,3-benzodioxol-5-yl)-N4,6-dimethyl-pyrimidine-2,4-diamine BrC1=CC(=CC2=C1OC(O2)(F)F)C2(NC(=CC(=N2)NC)C)N